ClCCC(OC)OC 1-chloro-3,3-dimethoxypropane